N1(N=CC=C1)CC=1COCCOC1 6-((1H-pyrazol-1-yl)methyl)-3,4-dihydro-2H-[1,4]dioxepin